(S)-Methyl (3-nitro-2-oxo-2H-chromen-4-yl)-phenylalaninate [N+](=O)([O-])C=1C(OC2=CC=CC=C2C1N[C@@H](CC1=CC=CC=C1)C(=O)OC)=O